6,7-Difluoro-1-methyl-5-[6-[2-(3-methyloxetan-3-yl)ethynyl]-2,3,4,5-tetrahydro-1-benzazepin-1-yl]-[1,2,4]triazolo[4,3-a]quinazoline FC1=C2C(=NC=3N(C2=CC=C1F)C(=NN3)C)N3CCCCC1=C3C=CC=C1C#CC1(COC1)C